(5S)-2-(8,8-difluorobicyclo[3.2.1]octane-3-carbonyl)-9,9-dimethyl-8-oxo-2-azaspiro[4.5]dec-6-ene-7-carbonitrile FC1(C2CC(CC1CC2)C(=O)N2C[C@@]1(CC2)C=C(C(C(C1)(C)C)=O)C#N)F